FC1=C(C=CC(=C1F)B1OC(C(O1)(C)C)(C)C)C=1C(=NN(C1)CCOC)C(F)(F)F 4-[2,3-difluoro-4-(4,4,5,5-tetramethyl-1,3,2-dioxaborolan-2-yl)phenyl]-1-(2-methoxyethyl)-3-(trifluoromethyl)pyrazole